O=C1C=NC=CN1 oxo-3,4-dihydropyrazin